(R)-4-((3R,5R,7R,8R,9S,10S,13R,14S,17R)-3-([1,1'-biphenyl]-4-yl)-7-(dimethylamino)-3-hydroxy-10,13-dimethylhexadecahydro-1H-cyclopenta[a]phenanthren-17-yl)pentanoic acid C1(=CC=C(C=C1)[C@]1(CC[C@@]2([C@H]3CC[C@@]4([C@H](CC[C@H]4[C@@H]3[C@@H](C[C@@H]2C1)N(C)C)[C@@H](CCC(=O)O)C)C)C)O)C1=CC=CC=C1